COC=1C=C(C=CC1OC)C1=NOC(=N1)C1CCN(CC1)C(\C=C\C(=O)C1=CC=CC=C1)=O (E)-1-(4-(3-(3,4-dimethoxyphenyl)-1,2,4-oxadiazol-5-yl)piperidin-1-yl)-4-phenylbut-2-ene-1,4-dione